[C@H]12COC[C@H](CC(C1)OC=1C(=CC(=NC1)C)C1=CC=3N(C=C1)N=C(C3)C3(CC3)C(=O)N)N2 (5-(5-(((1R,5S,7s)-3-oxa-9-azabicyclo[3.3.1]nonan-7-yl)oxy)-2-methylpyridin-4-yl)pyrazolo[1,5-a]pyridin-2-yl)cyclopropanecarboxamide